(S)-di-tert-butyl (5-(6-benzyl-1H-indole-2-carboxamido)pentane-1,4-diyl)dicarbamate C(C1=CC=CC=C1)C1=CC=C2C=C(NC2=C1)C(=O)NC[C@H](CCCNC(OC(C)(C)C)=O)NC(OC(C)(C)C)=O